FC(C(C)=N[C@@H](C)C1=CC=CC=C1)(C(F)(F)F)F 3,3,4,4,4-pentafluoro-N-[(1S)-1-phenylethyl]butan-2-imine